7-bromo-5-chloro-N-(2-(2,6-dioxopiperidin-3-yl)-1-oxoisoindolin-5-yl)hept-6-ynamide BrC#CC(CCCC(=O)NC=1C=C2CN(C(C2=CC1)=O)C1C(NC(CC1)=O)=O)Cl